7-cyclopropyl-1-phenyl-4-((2,2,2-trifluoroethyl)amino)pyrido[2,3-d]pyrimidin-2(1H)-one C1(CC1)C=1C=CC2=C(N(C(N=C2NCC(F)(F)F)=O)C2=CC=CC=C2)N1